tetraisobutyl-ethylenediamine C(C(C)C)N(CCN(CC(C)C)CC(C)C)CC(C)C